2-[4-(2-benzyloxy-2-oxo-ethyl)-5-fluoro-2-methoxy-phenyl]Propionic acid methyl ester COC(C(C)C1=C(C=C(C(=C1)F)CC(=O)OCC1=CC=CC=C1)OC)=O